1-(6,7-dichloro-9-(1-methyl-1H-pyrazol-3-yl)-1,3-dihydro-2H-pyrrolo[3,4-c]quinolin-2-yl)-2-hydroxyethan-1-one ClC1=C(C=C(C=2C3=C(C=NC12)CN(C3)C(CO)=O)C3=NN(C=C3)C)Cl